C12(CNCC2C1)NC=1C2=C(N=CN1)C(=CC(=N2)C2=CC=C(C=C2)CN2CCOCC2)C(=O)N 4-({3-Azabicyclo[3.1.0]hex-1-yl}amino)-6-{4-[(morpholin-4-yl)methyl]phenyl}pyrido[3,2-d]pyrimidine-8-carboxamide